C1(CCCCC1)\C=N\NC1=C2N=CN(C2=NC=N1)[C@@H]1O[C@@H]([C@H]([C@H]1O)O)CO (2R,3R,4S,5R)-2-{6-{2-[(E)-cyclohexylmethylene]hydrazino}-9H-purin-9-yl}-5-(hydroxymethyl)tetrahydrofuran-3,4-diol